FC1=CC=C(C=C1)C(CN1CCC(CC1)CN(C(=O)NCC=1SC(=CN1)C)C)=O 1-((1-(2-(4-Fluorophenyl)-2-oxoethyl)piperidin-4-yl)methyl)-1-methyl-3-((5-methylthiazol-2-yl)methyl)urea